FC1=C(C(=O)N[C@H](C(=O)OC(C)(C)C)C(C)(C)C)C=CC(=C1)C=1C=NC=2N(N1)C(=CN2)CC=2C=C1C=CC=NC1=CC2 tert-Butyl (2S)-2-(2-fluoro-4-[7-(quinolin-6-ylmethyl)imidazo[1,2-b][1,2,4]triazin-2-yl]benzoylamino)-3,3-dimethylbutanoate